CN1N=CC(=C1)C1=CC=2N(C(=N1)O[C@H]1CCN(CCC1)C(C=C)=O)C=CN2 |o1:13| (R) or (S)-1-(4-((7-(1-methyl-1H-pyrazol-4-yl)imidazo[1,2-c]pyrimidin-5-yl)oxy)azepan-1-yl)prop-2-en-1-one